C(C1=CC=CC=C1)N1C(N(C(C1C(=O)O)C(=O)O)CC1=CC=CC=C1)=O 1,3-dibenzyl-2-oxoimidazoline-4,5-dicarboxylic acid